N=CC=1OC=C(C=C(N1)O)O (iminomethyl)-1,3-oxazepine-4,6-diol